bis[[(α,α-dimethyl-3,5-dimethoxybenzyl)oxy]carbonyl]piperazine CC(C1=CC(=CC(=C1)OC)OC)(C)OC(=O)N1CCN(CC1)C(=O)OC(C1=CC(=CC(=C1)OC)OC)(C)C